C12OOCC(CCC1)CC2 dioxabicyclo[3.3.2]decane